(2S)-2-amino-3-{[{[(carboxymethyl)(methyl)amino](methylamino)methylidene}amino]sulfanyl}propanoic acid N[C@@H](C(=O)O)CSN=C(NC)N(C)CC(=O)O